2-((S)-1-((S)-aziridine-2-carbonyl)-4-(7-(3-hydroxynaphthalen-1-yl)-2-(((S)-1-methylpyrrolidin-2-yl)methoxy)-5,6,7,8-tetrahydropyrido[3,4-d]pyrimidin-4-yl)piperazin-2-yl)acetonitrile N1[C@@H](C1)C(=O)N1[C@H](CN(CC1)C=1C2=C(N=C(N1)OC[C@H]1N(CCC1)C)CN(CC2)C2=CC(=CC1=CC=CC=C21)O)CC#N